2,5-dichloro-N-(2-(((R)-3-methyl-1-((R)-5-methyl-4,8-dioxo-1,3,6,2-dioxathiaborocan-2-yl)butyl)amino)-2-oxoethyl)benzamide ClC1=C(C(=O)NCC(=O)N[C@@H](CC(C)C)B2OC(CS[C@@H](C(O2)=O)C)=O)C=C(C=C1)Cl